2-diazo-1-(3-(trifluoromethyl)quinolin-6-yl)ethan-1-one 1,2-octanedisulfonate C(C(CCCCCC)S(=O)(=O)O)S(=O)(=O)O.[N+](=[N-])=CC(=O)C=1C=C2C=C(C=NC2=CC1)C(F)(F)F